The molecule is a naphthoquinone that is naphthalene-1,4-dione substituted by a methoxy group at position 2. It has been isolated from the roots of Rubia yunnanensis. It has a role as a metabolite, an antimicrobial agent and a plant metabolite. It is an enol ether and a member of 1,4-naphthoquinones. COC1=CC(=O)C2=CC=CC=C2C1=O